C(C)OC[C@]1(CN(CC1)C(=O)OC(C)(C)C)COC1=CC=CC=C1 tert-butyl (S)-3-(ethoxymethyl)-3-(phenoxymethyl)pyrrolidine-1-carboxylate